FC([C@@H]1[C@H](C1)C1=C(N=C2N1N=C(C=C2)C=2C(=NC(=NC2)OC)OC)O)F ((1S,2S)-2-(difluoromethyl)cyclopropyl)-6-(2,4-dimethoxypyrimidin-5-yl)imidazo[1,2-b]pyridazin-2-ol